(3-((5-(3,5-dimethylisoxazol-4-yl)pyridin-2-yl)methyl)-1,2,3-oxadiazol-3-ium-5-yl)((2-(trifluoromethyl)pyridin-4-yl)carbamoyl)amide CC1=NOC(=C1C=1C=CC(=NC1)C[N+]1=NOC(=C1)[N-]C(NC1=CC(=NC=C1)C(F)(F)F)=O)C